4-((5-((8-(4-fluoro-2-isopropoxyphenyl)quinazolin-2-yl)amino)-2-methoxyphenyl)carbamoyl)benzoic acid FC1=CC(=C(C=C1)C=1C=CC=C2C=NC(=NC12)NC=1C=CC(=C(C1)NC(=O)C1=CC=C(C(=O)O)C=C1)OC)OC(C)C